decyltetradecyl isoleucinate esylate S(=O)(=O)(O)CC.N[C@@H]([C@@H](C)CC)C(=O)OC(CCCCCCCCCCCCC)CCCCCCCCCC